ClC1=C(C(=CC(=C1)F)F)B(O)O 2-CHLORO-4,6-DIFLUOROPHENYLBORONIC ACID